C1(CC1)S(=O)(=O)NC1=CN=CC(=N1)C(C(=O)NC1=NC=C(C=C1)C1=NC(=CN=C1)OCC)(C)OC 2-(6-(cyclopropanesulfonylamino)pyrazin-2-yl)-N-(5-(6-ethoxypyrazin-2-yl)pyridin-2-yl)-2-methoxypropionamide